(13S)-4-(3-methoxyazetidin-1-yl)-13-methyl-7,11,14-trioxa-5,19,20,23-tetraazatetracyclo[13.5.2.12,6.018,21]tricosa-1(20),2(23),3,5,15(22),16,18(21)-heptaene COC1CN(C1)C1=CC=2C3=NNC=4C=CC(O[C@H](COCCCOC(=N1)N2)C)=CC34